mercury(II) perchlorate trihydrate O.O.O.Cl(=O)(=O)(=O)[O-].[Hg+2].Cl(=O)(=O)(=O)[O-]